(R)-9-(5-(Difluoromethyl)-1,3,4-thiadiazol-2-yl)-4-(hexahydropyrazino[2,1-c][1,4]oxazin-8(1H)-yl)-N-(1-methylcyclopropyl)-9H-pyrimido[4,5-b]indole-7-sulfonamide FC(C1=NN=C(S1)N1C2=C(C3=CC=C(C=C13)S(=O)(=O)NC1(CC1)C)C(=NC=N2)N2C[C@@H]1COCCN1CC2)F